1,5-dihydro-4H-pyrazole N1N=CCC1